CC(C(=O)OCOCC([C@H](C[C@H]1C(NCC1)=O)NC([C@@H](NC(=O)C=1NC2=CC=CC(=C2C1)OC)CC(C)C)=O)=O)(C)C ({(3S)-3-({N-[(4-methoxy-1H-indol-2-yl)carbonyl]-L-leucyl}amino)-2-oxo-4-[(3S)-2-oxopyrrolidin-3-yl]butyl}oxy)methyl 2,2-dimethylpropanoate